OC1=C(N)C=C(C(=C1)Br)Br 2-hydroxy-4,5-dibromoaniline